5-methyl-8-(methylsulfonamidomethyl)-2-oxo-1,2-dihydroquinazolin CC1=C2C=NC(NC2=C(C=C1)CNS(=O)(=O)C)=O